O=C1OC(C=2C1=CC=1CCN(CC1C2)C(=O)OC(C)(C)C)=O Tert-Butyl 1,3-Dioxo-1,5,7,8-Tetrahydrofuro[3,4-G]Isoquinoline-6(3h)-Carboxylate